BrC1=CC2=C(N=CN=C2NCC(C)(C)C)C(=N1)Cl 6-Bromo-8-chloro-N-neopentylpyrido[3,4-d]pyrimidin-4-amine